FC1=NC=C(C2=C1N=C(O2)N)OC 4-fluoro-7-methoxy-oxazolo[4,5-c]pyridin-2-amine